[Si](C)(C)(C(C)(C)C)OC1CNC1 3-[(tert-Butyl-dimethylsilanyl)oxy]azetidine